BrC1=CC=C(CSC=2OC3=C(N2)C=CC(=C3)F)C=C1 ((4-bromobenzyl)thio)-6-fluorobenzo[d]oxazole